bis((1-ethylcyclopentyl)cyclopentadienyl)zirconium dichloride [Cl-].[Cl-].C(C)C1(CCCC1)C1(C=CC=C1)[Zr+2]C1(C=CC=C1)C1(CCCC1)CC